Ethyl 2-(4-((4-(4-methylthiobenzyl) piperazin-1-yl) methyl)-2,6-dimethylphenoxy)-2-methylpropionate CSC1=CC=C(CN2CCN(CC2)CC2=CC(=C(OC(C(=O)OCC)(C)C)C(=C2)C)C)C=C1